methyl-(phenyl)diphenoxysilane C[Si](OC1=CC=CC=C1)(OC1=CC=CC=C1)C1=CC=CC=C1